6-methoxy-2-methyl-7-(1-methyl-1H-pyrrol-4-yl)-10-methylene-9,10-dihydro-8-oxa-2,4,10a-triazanaphtho[2,1,8-cde]Azulene-1(2H)-one COC=1C=C2N=CC=3N(C(N4C(COC(=C2C34)C1C=1C=CN(C1)C)=C)=O)C